1-bicyclo[1.1.1]pentanylhydrazine C12(CC(C1)C2)NN